(1R,4R)-5-(4'-chloro-[1,1'-biphenyl]-2-carbonyl)-2,5-diazabicyclo[2.2.1]heptane ClC1=CC=C(C=C1)C=1C(=CC=CC1)C(=O)N1[C@H]2CN[C@@H](C1)C2